Ethynyl-tripropan-2-ylsilane C(#C)[Si](C(C)C)(C(C)C)C(C)C